FC1=CC=C(C=C1)C1=NN(C=C1C=1N=CC2=C(N1)OC(=C2)C2=CC=CC=C2)[C@H]2CN([C@H](C2)C)S(=O)(=O)C {3-(4-fluorophenyl)-1-[(3R,5S)-1-(methanesulfonyl)-5-methylpyrrolidin-3-yl]-1H-pyrazol-4-yl}-6-phenylfuro[2,3-d]pyrimidine